C(C)(C)(C)NCCOC(C=C)=O acrylic acid tert-butylaminoethyl ester